1-(3-(3-((2-Aminoethyl)thio)-2,5-dioxopyrrolidin-1-yl)propyl)-1H-pyrrole-2,5-dione trifluoroacetic acid salt FC(C(=O)O)(F)F.NCCSC1C(N(C(C1)=O)CCCN1C(C=CC1=O)=O)=O